6-oxo-2,5-diazaspiro[3.4]octane-2-carboxylate O=C1NC2(CN(C2)C(=O)[O-])CC1